4-[trans-2,3-dimethyl-4-prop-2-enoyl-piperazin-1-yl]-6-fluoro-7-(2-fluoro-6-hydroxy-phenyl)-1-(2-isopropyl-4-methyl-3-pyridyl)pyrido[2,3-d]pyrimidin-2-one C[C@@H]1N(CCN([C@H]1C)C(C=C)=O)C=1C2=C(N(C(N1)=O)C=1C(=NC=CC1C)C(C)C)N=C(C(=C2)F)C2=C(C=CC=C2O)F